ClC1=C(OC2=CC=C(C=C2)N2C(N(C3=C2C=NC=C3)C=3C=C(C=CC3)NC(C=C)=O)=O)C=CC=C1Cl N-(3-(3-(4-(2,3-dichlorophenoxy)phenyl)-2-oxo-2,3-dihydro-1H-imidazo[4,5-c]pyridin-1-yl)phenyl)acrylamide